C(CCC)OC(C=C(C(=O)O)CC(=O)OCCCC)=O aconitic acid dibutyl ester